3-((4-(4-(2-((1R,5S,6s)-6-amino-3-azabicyclo[3.1.0]hexan-3-yl)ethyl)piperazin-1-yl)phenyl)amino)piperidine-2,6-dione NC1[C@@H]2CN(C[C@H]12)CCN1CCN(CC1)C1=CC=C(C=C1)NC1C(NC(CC1)=O)=O